tert-butyl N-[(1R)-3-[4-[(2,4-dimethoxyphenyl)methylamino]-3-[4-[[4-(trifluoromethyl)-2-pyridyl]carbamoyl]phenyl]pyrazolo[4,3-c]pyridin-1-yl]-1-methyl-propyl]-carbamate COC1=C(C=CC(=C1)OC)CNC1=NC=CC2=C1C(=NN2CC[C@@H](C)NC(OC(C)(C)C)=O)C2=CC=C(C=C2)C(NC2=NC=CC(=C2)C(F)(F)F)=O